C(C)(C)(C)OC(=O)N1CC2=C(CC1)SC(=N2)C=2C(=C(C=CC2)C2=C(C(=CC=C2)OCCCN2CCC1(COC1)CC2)C)C 2-(3'-(3-(2-oxa-7-azaspiro[3.5]non-7-yl)propoxy)-2,2'-dimethyl-[1,1'-biphenyl]-3-yl)-6,7-dihydrothiazolo[4,5-c]pyridine-5(4H)-carboxylic acid tert-butyl ester